C(C)(C)(C)N1CCN(CCC1)C=1N=C(NC(C1Cl)=O)C1=CC=NC=C1 4-(4-tert-butyl-1,4-diazepan-1-yl)-5-chloro-2-(4-pyridinyl)-1H-pyrimidin-6-one